C1=NC=CC=2NC=3C=C(C=CC3C21)C=2C=CC(=NC2)C#CCO 3-(5-(5H-pyrido[4,3-b]indol-7-yl)pyridin-2-yl)prop-2-yn-1-ol